(R*)-1-(2-(1-aminoethyl)-5-cyclopropylpyrazolo[1,5-a]pyridin-7-yl)-3-methylimidazolidine-2,4-dione N[C@H](C)C1=NN2C(C=C(C=C2N2C(N(C(C2)=O)C)=O)C2CC2)=C1 |o1:1|